CC1=C(C=CC=C1C)N1N=CC2=NC=C(C=C21)OC (2,3-dimethylphenyl)-6-methoxy-1H-pyrazolo[4,3-b]pyridine